2-[({2-[2-ethyl-4-(4-fluorophenyl)-2-methyloxycyclohex-4-yl]ethyl}amino)methyl]phenol C(C)C1(CCCC(C1)(C1=CC=C(C=C1)F)CCNCC1=C(C=CC=C1)O)OC